FC1=CC2=C(SC(=C2C)[C@H](C(F)(F)F)NC(=O)NC=2C=C3C(=NC2)N(C=C3)CCO)C(=C1)F (S)-1-(1-(5,7-difluoro-3-methylbenzo[b]thiophen-2-yl)-2,2,2-trifluoroethyl)-3-(1-(2-hydroxyethyl)-1H-pyrrolo[2,3-b]pyridin-5-yl)urea